(R)-6-(imidazo[1,2-a]pyrazin-3-yl)-2-((((2-methoxyethyl)sulfinyl)methyl)thio)-4-(1-methyl-1H-pyrazol-5-yl)nicotinonitrile N=1C=C(N2C1C=NC=C2)C2=NC(=C(C#N)C(=C2)C2=CC=NN2C)SC[S@](=O)CCOC